C(C)C1=C(C(=CC=C1)CC)N1C(=NC(C(=C1O)CC1=CC(=C(C=C1)C1=C(C(=NC=C1)F)C)F)=O)C1=NN(C=C1)CC 1-(2,6-diethylphenyl)-2-(1-ethyl-1H-pyrazol-3-yl)-5-{[3-fluoro-4-(2-fluoro-3-methylpyridin-4-yl)phenyl]methyl}-6-hydroxy-1,4-dihydropyrimidin-4-one